C(C)S(=O)(=NC=1C=NC=C(C1)C)CC diethyl-[(5-methyl-3-pyridyl)imino]-oxo-λ6-sulfane